Cl.C1N(CCC2=CC=CC=C12)CCCN 3-(3,4-dihydroisoquinolin-2(1H)-yl)propan-1-amine hydrochloride